S1(C(C(=C(C2=CC=CC=C12)C(=O)O)C(=O)O)C(O)=N)C(O)=N thianaphthalenetetracarboxylic acid diimide